1-[N,N-bis(1-butyl)-aminomethyl]carboxybenzotriazole C(CCC)N(CCCC)CN1N=NC2=C1C=CC=C2C(=O)O